5-iodo-1,3-adamantanediol IC12CC3(CC(CC(C1)C3)(C2)O)O